ClC1=NC(=C(C(=C1C(=O)O)C1=CC=NC=C1)OC)C[2H] 2-chloro-5-methoxy-6-deuteromethyl-[4,4'-bipyridine]-3-carboxylic acid